The molecule is a 3-acyl-sn-glycerol in which the acyl group is (9Z)-octadec-9-enoyl. It is a 3-acyl-sn-glycerol and a 1-oleoylglycerol. It derives from an oleic acid. CCCCCCCC/C=C\\CCCCCCCC(=O)OC[C@@H](CO)O